9-chloro-7-fluoro-1,4-dihydro-2H-spiro[benzo[c][2,6]naphthyridine-3,1'-cyclopropane]-2-carboxylic acid tert-butyl ester C(C)(C)(C)OC(=O)N1CC=2C3=C(N=CC2CC12CC2)C(=CC(=C3)Cl)F